ClC=1C=C(C=CC1)C#CC1=CC(=C(C(=C1)F)NS(=O)(=O)C1=C(C(=CC(=C1)C)F)C)F N-[4-[2-(3-chlorophenyl)ethynyl]-2,6-difluoro-phenyl]-3-fluoro-2,5-dimethyl-benzenesulfonamide